2',3',5',6'-tetrahydro-3H-spiro[benzo[b][1,4]oxazepin-2,4'-pyran]-4(5H)-one O1CCC2(CC1)CC(NC1=C(O2)C=CC=C1)=O